6-(tert-butyl)-11-methoxy-2-oxo-6,7-dihydro-2H-pyrido[2',1':3,4]pyrazino[1,2-b]indazole-3-carboxylic acid ethyl ester C(C)OC(=O)C=1C(C=C2N(C(CN3N=C4C=C(C=CC4=C32)OC)C(C)(C)C)C1)=O